(S)-5-(4-cyclopropyl-1H-imidazol-1-yl)-2-fluoro-N-(5-(fluoromethyl)-5,6-dihydrobenzo[f][1,2,4]triazolo[4,3-d][1,4]oxazepin-8-yl)-4-methylbenzamide C1(CC1)C=1N=CN(C1)C=1C(=CC(=C(C(=O)NC2=CC=CC=3C=4N([C@@H](COC32)CF)C=NN4)C1)F)C